N,5-dimethoxy-N,3-dimethylpicolinamide CON(C(C1=NC=C(C=C1C)OC)=O)C